ClC=1C=C(C=CC1C)C1NCC(CC1)C 2-(3-chloro-4-methyl-phenyl)-5-methyl-piperidine